C1(=CC=CC=C1)C=1C=CC=2N(C3=CC=CC=C3C2C1)C1=C(C#N)C(=C(C(=C1N1C2=CC=CC=C2C=2C=C(C=CC12)C1=CC=CC=C1)N1C2=CC=CC=C2C=2C=C(C=CC12)C1=CC=CC=C1)C1=NC=CC=C1)N1C2=CC=CC=C2C=2C=C(C=CC12)C1=CC=CC=C1 2,3,4,6-tetrakis(3-phenyl-9H-carbazol-9-yl)-5-(pyridin-2-yl)benzonitrile